6-ethylphenol C(C)C1=CC=CC=C1O